Sodium (4-(4-benzylpiperazine-1-carbonyl)phenyl)(quinolin-8-ylsulfonyl)amide C(C1=CC=CC=C1)N1CCN(CC1)C(=O)C1=CC=C(C=C1)[N-]S(=O)(=O)C=1C=CC=C2C=CC=NC12.[Na+]